6-vinyl-7-methoxy-2,2-dimethylchromene C(=C)C=1C=C2C=CC(OC2=CC1OC)(C)C